FC(C=1C=C(C=C2C(=C(NC12)C1=CC=C(C=C1)F)CCC(=O)N[C@@H]1C(NC[C@H]1O)=O)F)F 3-[7-(Difluoromethyl)-5-fluoro-2-(4-fluorophenyl)-1H-indol-3-yl]-N-[(3S,4R)-4-hydroxy-2-oxo-pyrrolidin-3-yl]propionamide